N[C@@H](CS)C(=O)N[C@@H](CCCNC(N)=N)C(=O)NCC(=O)N[C@@H](CC(N)=O)C(=O)N[C@@H](CS)C(=O)O cysteinyl-L-arginylglycyl-L-asparaginylcysteine